CN1N=CC(=C1)C1=NC2=CC=CC=C2C(=C1)C(C)C1=C(C(=O)N)C=CC=C1 (1-(2-(1-methyl-1H-pyrazol-4-yl)quinolin-4-yl)ethyl)benzamide